N-(5-(5-chloro-6-fluoro-7-(methylthio)-1H-indazol-4-yl)pyrazolo[1,5-a]pyridin-2-yl)-2-fluorocyclopropane-1-carboxamide ClC=1C(=C2C=NNC2=C(C1F)SC)C1=CC=2N(C=C1)N=C(C2)NC(=O)C2C(C2)F